([2-(Bis-ethoxycarbonylmethyl-amino)-propyl]-{[2-(7-chloro-quinolin-4-ylamino)-ethylcarbamoyl]-methyl}-amino)-acetic acid ethyl ester C(C)OC(CN(CC(NCCNC1=CC=NC2=CC(=CC=C12)Cl)=O)CC(C)NC(C(=O)OCC)C(=O)OCC)=O